ethyl (3S,4R)-1-[4-[[3-(3-fluoro-4-methoxy-phenyl)imidazo[1,2-a]pyrazin-8-yl]amino]-2-methyl-benzoyl]-3-hydroxy-piperidine-4-carboxylate FC=1C=C(C=CC1OC)C1=CN=C2N1C=CN=C2NC2=CC(=C(C(=O)N1C[C@H]([C@@H](CC1)C(=O)OCC)O)C=C2)C